1,3-dimethylimidazol-2-ylideneborane CN1C(N(C=C1)C)=B